O1CCN(CC1)C1=CC=C(C=N1)N1C(CCC2=C1N=CN=C2)=O 8-(6-morpholino-3-pyridyl)-5,6-dihydropyrido[2,3-d]pyrimidin-7-one